N-[1-[[(2-chloroacetyl)-[[(3R)-2-oxo-pyrrolidin-3-yl]methyl]amino]carbamoyl]-3-methyl-butyl]-1H-indole-2-carboxamide ClCC(=O)N(C[C@@H]1C(NCC1)=O)NC(=O)C(CC(C)C)NC(=O)C=1NC2=CC=CC=C2C1